O=C1NC=C(C(N1)=O)C=1C=C(C=2N(N1)C=CN2)N2C[C@H]1C([C@H]1C2)C(=O)OC methyl (1R,5S,6r)-3-(6-(2,4-dioxo-1,2,3,4-tetrahydropyrimidin-5-yl)imidazo[1,2-b]pyridazin-8-yl)-3-azabicyclo[3.1.0]hexane-6-carboxylate